ClC=1N=CC2=C(N1)N(C1=C2N=CC=C1)CC1=CC=C(C=C1)C=1N(C=C(N1)C(F)(F)F)C(C)C 2-chloro-9-(4-(1-isopropyl-4-(trifluoromethyl)-1H-imidazol-2-yl)benzyl)-9H-pyrido[2',3':4,5]pyrrolo[2,3-d]pyrimidine